6-chloro-5-fluoro-4-(((1R,2R)-2-hydroxy-2-methylcyclopentyl)-amino)nicotinaldehyde ClC1=NC=C(C=O)C(=C1F)N[C@H]1[C@](CCC1)(C)O